C(C)(C)(C)C(C)(CCCCCC(C(=O)O)CC)C(=O)O 2-(tert-butyl)8-ethyl-octane-2,8-dicarboxylic acid